NCCCC(=O)N[C@@H](CC1=CNC=N1)C(=O)O (4-aminobutyryl)histidine